BrC1=C(C(=CC=2OCCOC21)C2(NC(=CC(=N2)NC)C)N)F 2-(5-bromo-6-fluoro-2,3-dihydro-1,4-benzodioxin-7-yl)-N4,6-dimethyl-pyrimidine-2,4-diamine